ClC1=C(C=CC=C1OC)C1=CC2=C(N=C(N=C2)N[C@H]2[C@H](COC2)NC(C=C)=O)C(=N1)NCC1OCCC1 N-((3R,4S)-4-((6-(2-chloro-3-meth-oxyphenyl)-8-(((tetrahydrofuran-2-yl)methyl)amino)pyrido[3,4-d]pyrimidin-2-yl)amino)tetrahydrofuran-3-yl)acryl-amide